NCCN(C1=CC=C(C=C1)I)C N-(2-aminoethyl)-4-iodo-N-methylaniline